N-(3-(2-(2-Aminopyridin-3-yl)-3-(4-((4-((2-cyanopyrimidin-4-yl)amino)piperidin-1-yl)methyl)phenyl)-3H-imidazo[4,5-b]pyridin-5-yl)phenyl)-N-methylacetamide NC1=NC=CC=C1C1=NC=2C(=NC(=CC2)C=2C=C(C=CC2)N(C(C)=O)C)N1C1=CC=C(C=C1)CN1CCC(CC1)NC1=NC(=NC=C1)C#N